(1S,3S,4S)-2-((R)-2-(3-chlorophenyl)-2-hydroxyacetyl)-N-((S)-1-cyano-2-((S)-2-oxopyrrolidin-3-yl)ethyl)-5,5-difluoro-2-azabicyclo[2.2.2]octane-3-carboxamide ClC=1C=C(C=CC1)[C@H](C(=O)N1[C@@H]2CC([C@H]([C@H]1C(=O)N[C@@H](C[C@H]1C(NCC1)=O)C#N)CC2)(F)F)O